FC(COC1CN(C1)C1C(CCCC1)OC=1C=C2CN(C(C2=CC1)=O)C1C(NC(CC1)=O)=O)F 3-(5-((2-(3-(2,2-difluoroethoxy)azetidin-1-yl)cyclohexyl)oxy)-1-oxoisoindolin-2-yl)piperidine-2,6-dione